ClC1=CC=CC(N1)=O 6-chloro-2-pyridone